7-fluoro-2,3,3-trimethylisoindolin-1-one FC=1C=CC=C2C(N(C(C12)=O)C)(C)C